(1S,3R)-3-acetamido-N-(8-(isopropylamino)-6-vinylpyrido[3,4-d]pyrimidin-2-yl)cyclohexane-1-carboxamide C(C)(=O)N[C@H]1C[C@H](CCC1)C(=O)NC=1N=CC2=C(N1)C(=NC(=C2)C=C)NC(C)C